C1(CC1)C(=O)NC1=CC(=C(N=N1)C(=O)NC([2H])([2H])[2H])NC1=C(C(=CC=C1)C1=NOC(=N1)CC)OC 6-cyclopropanecarboxamido-4-{[3-(5-ethyl-1,2,4-oxadiazol-3-yl)-2-methoxyphenyl]amino}-N-(2H3)methylpyridazine-3-carboxamide